FC([C@H](OC1=CC=C(C=N1)C=1N=CC(=NC1)NN)C)(F)F [5-[6-[(1R)-2,2,2-trifluoro-1-methyl-ethoxy]-3-pyridyl]pyrazin-2-yl]hydrazine